C(C)(C)N1S(NC2=C(C1=O)C=CC=C2)(=O)=O 3-isopropyl-(1H)-benzo2,1,3-thiadiazin-4-one-2,2-dioxide